2-(trifluoromethyl)-6,7-dihydro-5H-cyclopenta[b]pyridin-5-one FC(C1=CC=C2C(=N1)CCC2=O)(F)F